C1(CCCCC1)CCC=CCC 1-cyclohexyl-3-hexan-ene